ClC1=C(C(=NC=C1C#N)C(=O)OC)C Methyl 4-chloro-5-cyano-3-methylpicolinate